COC1=CC=C(CN2C(N3C(C4=C2C=C(C=N4)N4CCOCC4)=NCC3CC(C)C)=O)C=C1 6-(4-methoxybenzyl)-3-(2-methylpropyl)-8-(morpholin-4-yl)-2,6-dihydroimidazo[1,2-c]pyrido[2,3-e]pyrimidin-5(3H)-one